CC(C1CO1)COS(=O)(=O)C1=CC=C(C)C=C1 3-methyl-3-(p-toluenesulfonyloxymethyl) propylene oxide